N-{6-chloro-7-methoxy-1H,2H,3H-cyclopenta[b]quinolin-9-yl}-1-(2-methoxyethyl)piperidin-4-amine ClC=1C(=CC=2C(=C3C(=NC2C1)CCC3)NC3CCN(CC3)CCOC)OC